methyl 3-(cyano(cyclopentyl)methyl)benzoate C(#N)C(C=1C=C(C(=O)OC)C=CC1)C1CCCC1